O1C2=C(OCC1)C(=CC=C2)N dihydrobenzo[b][1,4]dioxin-5-amine